O1C=NC2=C1C=CC(=C2)C(=O)N2[C@@H](C=1N(CC2)C(=NN1)C1=NC(=NS1)C)C (R)-benzo[d]oxazol-5-yl-(8-methyl-3-(3-methyl-1,2,4-thiadiazol-5-yl)-5,6-dihydro-[1,2,4]triazolo[4,3-a]pyrazin-7(8H)-yl)methanone